C(CCCCCCC(C)C)OS(=O)(=O)[O-].[NH4+] ammonium isodecylsulfate